C(CC)(=O)[O-].CO[N+](CC)(CC)CC methoxytriethyl-ammonium propionate